6-((4-cyano-3-methylbenzofuran-7-yl)methoxy)-3',6'-dihydro-[2,4'-bipyridine]-1'(2'H)-carboxylic acid tert-butyl ester C(C)(C)(C)OC(=O)N1CCC(=CC1)C1=NC(=CC=C1)OCC1=CC=C(C=2C(=COC21)C)C#N